2-methoxy-4-(propan-2-yloxy)benzonitrile COC1=C(C#N)C=CC(=C1)OC(C)C